6-[4-(tert-butoxycarbonylamino-methyl)-phenylcarbamoyl]-nicotinic acid C(C)(C)(C)OC(=O)NCC1=CC=C(C=C1)NC(=O)C1=NC=C(C(=O)O)C=C1